1-imino-4-(4-((7-(3-methoxybenzenesulfonyl)-7H-pyrrolo[2,3-d]pyrimidin-2-yl)amino)phenyl)-thiomorpholine-1-oxide N=S1(CCN(CC1)C1=CC=C(C=C1)NC=1N=CC2=C(N1)N(C=C2)S(=O)(=O)C2=CC(=CC=C2)OC)=O